C(C1=CC=CC=C1)OC[C@H](C)N1CCC(CC1)CC1CCNCC1 1-[(1S)-2-benzyloxy-1-methyl-ethyl]-4-(4-piperidylmethyl)piperidine